[C@H]12CNC[C@H](CC1)N2C2=NC(=NC1=C(C(=CC=C21)C2=CC(=CC1=CC=CC(=C21)C#C[Si](C(C)C)(C(C)C)C(C)C)O)F)OC[C@]21CCCN1C[C@@H](C2)F 4-(4-((1R,5S)-3,8-diazabicyclo[3.2.1]octan-8-yl)-8-fluoro-2-(((2R,7aS)-2-fluorotetrahydro-1H-pyrrolizin-7a(5H)-yl)methoxy)quinazolin-7-yl)-5-((triisopropylsilyl)ethynyl)naphthalen-2-ol